3-{4-[5-({1-[(2E)-2-(aminomethyl)-3-fluoroprop-2-en-1-yl]-5-oxo-1,5-dihydro-4H-1,2,4-triazol-4-yl}methyl)thiophen-2-yl]phenyl}-1,2,4-oxadiazol-5(4H)-one NC/C(/CN1N=CN(C1=O)CC1=CC=C(S1)C1=CC=C(C=C1)C1=NOC(N1)=O)=C\F